NC1CCC(CC1)N[C@H](CC1CCCCC1)C(=O)N1[C@@H](CN(CC1)C(=O)OC1=C(C2=CC=CC=C2C=C1)Cl)C(NCC1=CC(=C(C=C1)CN)OC)=O 1-chloronaphthalen-2-yl (3S)-4-[N-(4-aminocyclohexyl)-3-cyclohexyl-D-alanyl]-3-{[4-(aminomethyl)-3-methoxybenzyl]carbamoyl}piperazine-1-carboxylate